C(#N)C1=CC=C(OC2=CC=C(C=N2)CNC2=CC(=C(C=C2)NC(CC2=CC=C(C=C2)F)=O)C)C=C1 N-(4-{[6-(4-Cyanophenoxy)-pyridin-3-ylmethyl]-amino}-2-methylphenyl)-2-(4-fluorophenyl)-acetamide